N-(tert-Butyl)-3-((7-((2-hydroxyethyl)sulfonamido)-5-(6-azaspiro[2.5]octan-6-yl)quinazolin-4-yl)amino)benzenesulfonamide C(C)(C)(C)NS(=O)(=O)C1=CC(=CC=C1)NC1=NC=NC2=CC(=CC(=C12)N1CCC2(CC2)CC1)NS(=O)(=O)CCO